BrC1=C(C=C(C=C1)C(F)(F)F)[C@@H]1CN(CCN1)C1=CC(=NC(=N1)N)N |r| (R/S)-6-(3-(2-bromo-5-(trifluoromethyl)phenyl)piperazin-1-yl)pyrimidine-2,4-diamine